methyl 3-(1-(1,3-dimethyl-1H-pyrazole-4-carboxamido)-2,3-dihydro-1H-inden-5-yl)-1,2,4-oxadiazole-5-carboxylate CN1N=C(C(=C1)C(=O)NC1CCC2=CC(=CC=C12)C1=NOC(=N1)C(=O)OC)C